(2S)-2-{[(1S)-1-(3,4-dihydro-1H-2-benzopyran-7-yl)ethyl]amino}-5,5-dimethylhexanoic acid C1OCCC2=C1C=C(C=C2)[C@H](C)N[C@H](C(=O)O)CCC(C)(C)C